N-(6-(6-(1-(tetrahydro-2H-pyran-4-yl)-1H-pyrazol-4-yl)imidazo[1,2-b]pyridazin-3-yl)pyridin-2-yl)-6-azaspiro[3.4]octan-2-amine O1CCC(CC1)N1N=CC(=C1)C=1C=CC=2N(N1)C(=CN2)C2=CC=CC(=N2)NC2CC1(C2)CNCC1